1-(3-Nitrophenyl)-3-phenylbenzene [N+](=O)([O-])C=1C=C(C=CC1)C1=CC(=CC=C1)C1=CC=CC=C1